CN1N=NC=C1C(NC(=O)NC1CC2(C1)CCC2)C2=CC(=CC=C2)C(F)(F)F 1-[(3-Methyl-3H-[1,2,3]triazol-4-yl)-(3-trifluoromethyl-phenyl)-methyl]-3-spiro[3.3]hept-2-yl-urea